C(C)C1(COC1)COCC1=CC=CC=C1 (3-ethyl-3-oxetanylmethoxy)methyl-benzene